C(CC)P(=O)=C(O)C[N+](C)(C)C propyl-phosphorylcholine